6-bromo-1-{3-cyclobutylimidazo[1,5-a]pyrazin-1-yl}-7-(difluoromethyl)-3,4-dihydro-2H-quinoline BrC=1C=C2CCCN(C2=CC1C(F)F)C=1N=C(N2C1C=NC=C2)C2CCC2